COC(CC1=CC=C(C=C1)CC(=O)OC)=O (4-Methoxycarbonylmethylphenyl)-acetic acid methyl ester